4-(hydroxymethylphosphono)-2-carbonylbutanoic acid OCOP(=O)(O)CCC(C(=O)O)=C=O